Bis(diphenylphosphino)methane methyl-3,5-dibromo-4-fluoro-1-((2-(trimethylsilyl)ethoxy)methyl)-1H-pyrrole-2-carboxylate COC(=O)C=1N(C(=C(C1Br)F)Br)COCC[Si](C)(C)C.C1(=CC=CC=C1)P(C1=CC=CC=C1)CP(C1=CC=CC=C1)C1=CC=CC=C1